OB1OC(C2=C1C=CC(=C2)S(=O)(NC(NC2=C1CCCC1=CC=C2C2=CC(=NC=C2)OC)=O)=N)O 1,3-dihydroxy-N-((5-(2-methoxypyridin-4-yl)-2,3-dihydro-1H-inden-4-yl)carbamoyl)-1,3-dihydrobenzo[c][1,2]oxaborole-5-sulfonimidamide